FC=1C=C(C=CC1)[C@@H]1CCC=C2CCN([C@@H]12)S(=O)(=O)CC1=CC=CC=C1 (7S,7aS)-7-(3-fluorophenyl)-1-toluenesulfonyl-2,3,5,6,7,7a-hexahydro-1H-indole